benzyl (3R,6S)-8-(4-aminocyclohexyl)-3,6-diisobutyl-4,7-dioxohexahydropyrazino[2,1-c][1,2,4]oxadiazine-1(6H)-carboxylate NC1CCC(CC1)N1CC2N(O[C@@H](C(N2[C@H](C1=O)CC(C)C)=O)CC(C)C)C(=O)OCC1=CC=CC=C1